ClC=1C(=NC=CC1)C(=O)NC1(CCN(CC1)C1=NC=C(N=C1)C=1C=2N(C=C(C1)OC)N=CC2C#N)C 3-chloro-N-(1-(5-(3-cyano-6-methoxypyrazolo[1,5-a]pyridin-4-yl)pyrazin-2-yl)-4-methylpiperidin-4-yl)picolinamide